4-(7-bromo-3-hydroxy-2-Methyl-2,3-dihydrobenzofuran-2-yl)-3-fluorobenzonitrile BrC1=CC=CC=2C(C(OC21)(C)C2=C(C=C(C#N)C=C2)F)O